C1(C(=O)OCO1)=O monomethylene oxalate